C[Si](OC)(OC)CC(CN)CCN Methyl-beta-(aminoethyl)-gamma-aminopropyl-dimethoxysilane